C(C)(C)OC=1C=C2C(=NN(C2=CC1)C1OCCCC1)B1OC(C(O1)(C)C)(C)C 5-isopropoxy-1-tetrahydropyran-2-yl-3-(4,4,5,5-tetramethyl-1,3,2-dioxaborolan-2-yl)indazole